N-(1-(tert-Butyl)-3-fluoro-1H-pyrazol-4-yl)-5-(2-ethyl-5-morpholino-[1,2,4]triazolo[1,5-a]pyridin-7-yl)-2-fluoro-4-methylbenzamide C(C)(C)(C)N1N=C(C(=C1)NC(C1=C(C=C(C(=C1)C1=CC=2N(C(=C1)N1CCOCC1)N=C(N2)CC)C)F)=O)F